C1(=CC=CC=2C(C3=CC=CC(=C3C(C12)=O)N)=O)N anthraquinone-1,8-diamine